COC(=O)C1=CC2=C(N(C(=N2)C2=CC=3C(=NC(=CC3)Br)N2CCCCCCCC(=O)OC(C)(C)C)C)C(=C1)OC 2-[6-bromo-1-(8-tert-butoxy-8-oxo-octyl)pyrrolo[2,3-b]Pyridin-2-yl]-7-methoxy-1-methyl-benzimidazole-5-carboxylic acid methyl ester